(((4-Bromo-2-methylbenzyl)amino)methyl)-2-(tert-butyl)thiazole-5-carboxylic acid BrC1=CC(=C(CNCC=2N=C(SC2C(=O)O)C(C)(C)C)C=C1)C